(2S,4R)-1-[2-[3-[4-(dimethoxymethyl)-1-piperidyl]isoxazole-5-yl]-3-methyl-butanoyl]-4-hydroxy-N-[(1S)-1-[4-(2-methylpyrazol-3-yl)phenyl]ethyl]pyrrolidine-2-carboxamide COC(C1CCN(CC1)C1=NOC(=C1)C(C(=O)N1[C@@H](C[C@H](C1)O)C(=O)N[C@@H](C)C1=CC=C(C=C1)C=1N(N=CC1)C)C(C)C)OC